N-(3,4-difluorophenyl)methyl-2-{5-carbamoyl-2-[2-(p-fluorophenyl)ethyl]-6-isobutyl-3-(5-methyl-1,3,4-oxadiazol-2-yl)-4-pyridyl}-1,3-thiazole-5-carboxamide FC=1C=C(C=CC1F)CNC(=O)C1=CN=C(S1)C1=C(C(=NC(=C1C(N)=O)CC(C)C)CCC1=CC=C(C=C1)F)C=1OC(=NN1)C